N1(CCOCC1)C=1C(N(CCC1)C1=CC=C(C=C1)N1C(CCCC1)=O)=O 5,6-dihydro-3-(4-morpholinyl)-1-[4-(2-oxo-1-piperidyl)phenyl]-2(1H)-pyridone